NC1=C(OC2=C1C=CC(=C2)CC)C#N 3-amino-6-ethyl-1-benzofuran-2-carbonitrile